C(C)(C)(C)OC(=O)N1[C@H]([C@H](CCC1)C(=O)N1CCCC1)C(=O)O (2r,3s)-1-tert-butoxycarbonyl-3-(pyrrolidine-1-carbonyl)piperidine-2-carboxylic acid